NC1=C(SC2=NC(=CC=C21)C)C(=O)N[C@@H]2CC=1C=CC(=NC1CC2)N2C[C@@]1([C@H](CCO1)N)CC2 3-amino-N-[(6S)-2-[(4S,5R)-4-amino-1-oxa-7-azaspiro[4.4]nonan-7-yl]-5,6,7,8-tetrahydroquinolin-6-yl]-6-methylthieno[2,3-b]pyridine-2-carboxamide